CC(C)C1=CC=C(C=C1)NC(=O)N1[C@H]([C@H]2C[C@H]2C1)C(=O)NC1=CC=C(C=C1)C1=CC(=CC=C1)C(=O)O 4'-{[(1S,2R,5R)-3-{[4-(propan-2-yl)phenyl]carbamoyl}-3-azabicyclo[3.1.0]hexane-2-carbonyl]amino}[1,1'-biphenyl]-3-carboxylic acid